CN(C(OC(C)(C)C)=O)C1CCC(CC1)N1N=CC(=C1)B1OC(C(O1)(C)C)(C)C tert-butyl N-methyl-N-[4-[4-(4,4,5,5-tetramethyl-1,3,2-dioxaborolan-2-yl)pyrazol-1-yl]cyclohexyl]carbamate